2-(3-cyano-4-methyl-5,5-dimethyl-2(5H)-furanylidene)-propanedinitrile C(#N)C=1C(OC(C1C)(C)C)=C(C#N)C#N